C(C)(C)(C)OC(=O)N1CCN(CC1)C1=NC(=NC=C1C)Cl 4-(2-chloro-5-methyl-pyrimidin-4-yl)piperazine-1-carboxylic acid tert-butyl ester